3-(6-(7-(4-(3-Chlorophenyl)piperidin-1-yl)-7-oxoheptyl)-1-oxoisoindolin-2-yl)piperidine-2,6-dione ClC=1C=C(C=CC1)C1CCN(CC1)C(CCCCCCC1=CC=C2CN(C(C2=C1)=O)C1C(NC(CC1)=O)=O)=O